C(C1=CC=CC=C1)OC1=C(C=CC(=C1)OC)[N+](=O)[O-] 2-(benzyloxy)-4-methoxy-1-nitrobenzene